(E)-N-(4-((1-(4-methoxyphenyl)-1H-pyrazol-3-yl)oxy)-2,5-dimethylphenyl)formamidine COC1=CC=C(C=C1)N1N=C(C=C1)OC1=CC(=C(C=C1C)N\C=N\[H])C